O=C1N(C(C2=[N+](C=CC=C21)[O-])=O)C2=CC=CC=C2 5,7-dioxo-6-phenyl-6,7-dihydro-5H-pyrrolo[3,4-b]Pyridine 1-oxide